Cl.COC1=CC=C(C=C1)[C@H]1[C@@H](CNCC1)CS(=O)(=O)C=1C=C(C#N)C=CC1 |r| (+/-)-3-({[trans-4-(4-methoxyphenyl)piperidin-3-yl]methyl}sulfonyl)benzonitrile hydrochloride